3-(2-(methylthio)-6-(pyrrolidin-1-yl)pyrimidin-4-yl)-1-(tetrahydro-2H-pyran-2-yl)-1H-indazol-5-ol CSC1=NC(=CC(=N1)C1=NN(C2=CC=C(C=C12)O)C1OCCCC1)N1CCCC1